7,8-dichloro-6-(2-fluoro-5-methoxy-phenyl)-4H-[1,2,4]triazolo[1,5-a][1,4]benzodiazepine-2-Formic acid ethyl ester C(C)OC(=O)C1=NN2C(CN=C(C3=C2C=CC(=C3Cl)Cl)C3=C(C=CC(=C3)OC)F)=N1